NC1=NC2=C(C=CC=C2C(=N1)C(=O)NCC1=NC(=CC=C1)COC1CCCC1)OC 2-amino-N-[[6-(cyclopentoxymethyl)-2-pyridyl]methyl]-8-methoxy-quinazoline-4-carboxamide